N-(3-(3-hydroxyoxetan-3-yl)-5-morpholinophenyl)-4-(4-(trifluoromethyl)phenoxy)piperidine-1-carboxamide OC1(COC1)C=1C=C(C=C(C1)N1CCOCC1)NC(=O)N1CCC(CC1)OC1=CC=C(C=C1)C(F)(F)F